isopropyl 1,5-pentanedicarboxylate C(CCCCC(=O)[O-])C(=O)OC(C)C